1,1,3,3-tetrakis(3-phenyl-4-hydroxyphenyl)propane C1(=CC=CC=C1)C=1C=C(C=CC1O)C(CC(C1=CC(=C(C=C1)O)C1=CC=CC=C1)C1=CC(=C(C=C1)O)C1=CC=CC=C1)C1=CC(=C(C=C1)O)C1=CC=CC=C1